2-(2-methyl-2-azaspiro[3.3]heptane-6-yl)-5-((1S,5R)-5-(trifluoromethyl)-3-(8-(trifluoromethyl)quinolin-5-yl)-3-azabicyclo[3.1.0]hexane-1-yl)-1,3,4-oxadiazole CN1CC2(C1)CC(C2)C=2OC(=NN2)[C@@]21CN(C[C@]1(C2)C(F)(F)F)C2=C1C=CC=NC1=C(C=C2)C(F)(F)F